2-amino-2-[5-bromo-3-(methoxymethoxy)pyridin-2-yl]propan-1-ol NC(CO)(C)C1=NC=C(C=C1OCOC)Br